4-methyl-1-(4-methylbenzenesulfonyl)-1H,4H,5H-pyrazolo[4,3-b]pyridin-5-one CN1C2=C(C=CC1=O)N(N=C2)S(=O)(=O)C2=CC=C(C=C2)C